FC=1C(=C(C=CC1C=1CCNCC1)NC(C1=C(C=C(C=C1)C=1CCNCC1)C)=O)C N-[3-fluoro-2-methyl-4-(1,2,3,6-tetrahydro-pyridin-4-yl)-phenyl]-2-methyl-4-(1,2,3,6-tetrahydro-pyridin-4-yl)-benzamide